C[C@@H]1CN(C[C@@H](N1)C)C1=CC=CC(=N1)CNC=1C2=C(N=CN1)NC=C2C2=NC(=CN=C2)NC N-((6-((3R,5S)-3,5-Dimethylpiperazin-1-yl)pyridin-2-yl)methyl)-5-(6-(methylamino)pyrazin-2-yl)-7H-pyrrolo[2,3-d]pyrimidin-4-amine